(±)-(trans)-N-(8-amino-6-(4-methyl-6-(2-oxoazetidin-1-yl)pyridine-3-yl)-2,7-naphthyridin-3-yl)-2-(1-methyl-1H-pyrazol-4-yl)cyclopropane-1-carboxamide ammonium fluorosulfonate salt FS(=O)(=O)[O-].[NH4+].NC=1N=C(C=C2C=C(N=CC12)NC(=O)[C@H]1[C@@H](C1)C=1C=NN(C1)C)C=1C=NC(=CC1C)N1C(CC1)=O |r|